(1-oxo-6-(7-oxo-7-(4-phenylpiperidin-1-yl)heptyl)isoindolin-2-yl)piperidine-2,6-dione O=C1N(CC2=CC=C(C=C12)CCCCCCC(N1CCC(CC1)C1=CC=CC=C1)=O)N1C(CCCC1=O)=O